ethyl 3-ethyl-2,4-dioxo-1,2,3,4-tetrahydrothieno[2,3-d]pyrimidine-6-carboxylate C(C)N1C(NC2=C(C1=O)C=C(S2)C(=O)OCC)=O